NC1=C(C=C(C=N1)C=1C=C2N(N1)CC[C@]21CN(CC1)C(=O)NC(C)C)O[C@H](C)C=1N=C(SC1)C (3R)-2'-{6-amino-5-[(1R)-1-(2-methyl-1,3-thiazol-4-yl)ethoxy]pyridin-3-yl}-N-(propan-2-yl)-5',6'-dihydrospiro[pyrrolidine-3,4'-pyrrolo[1,2-b]pyrazole]-1-carboxamide